C(C1=CC=CC=C1)OC(=O)N[C@H](C(=O)OC)C[C@@H](C(=O)OC)O dimethyl (2S,4S)-2-(((benzyloxy)carbonyl)amino)-4-hydroxypentanedioate